BrC=1C=C2CCCN(C2=CC1C(F)F)C=1C=C2C(=CN1)N(C=C2C(=O)O)C 5-[6-bromo-7-(difluoromethyl)-3,4-dihydro-2H-quinolin-1-yl]-1-methylpyrrolo[2,3-c]pyridine-3-carboxylic acid